1-[4-[7-[6-amino-3-(trifluoromethyl)-2-pyridyl]-6-chloro-2-[[(2S)-1-(oxetan-3-yl)pyrrolidin-2-yl]methoxy]quinazolin-4-yl]piperazin-1-yl]prop-2-en-1-one NC1=CC=C(C(=N1)C1=C(C=C2C(=NC(=NC2=C1)OC[C@H]1N(CCC1)C1COC1)N1CCN(CC1)C(C=C)=O)Cl)C(F)(F)F